CN1C(N(C2=C1C1=CC=CC=C1C=C2)C(C(=O)O)CCC(=O)O)=O (1-methyl-2-oxo-1,2-dihydro-3H-naphtho[1,2-d]imidazol-3-yl)glutaric acid